N1=CC(=CC2=CC=CC=C12)[C@@H](C(=O)OC(C)(C)C)CCNC(CCCCC1=NC=2NCCCC2C=C1)=O |o1:10| tert-butyl (S or R)-2-(3-quinolyl)-4-[5-(5,6,7,8-tetrahydro-1,8-naphthyridin-2-yl)pentanoylamino]butanoate